Isopropenyl-4-methyl-1-cyclohexene C(=C)(C)C1=CCC(CC1)C